5-chloro-2-hydroxy-N-(6-nitro-[1,1'-biphenyl]-3-yl)benzamide ClC=1C=CC(=C(C(=O)NC=2C=C(C(=CC2)[N+](=O)[O-])C2=CC=CC=C2)C1)O